COC(C(C1=CC=CC=C1)N(C1[C@@H]2CN(C[C@H]12)CCCC1=CC=C2CCCN(C2=N1)C(=O)[O-])C)=O 7-(3-((1R,5S,6s)-6-((2-methoxy-2-oxo-1-phenylethyl)(methyl)amino)-3-Azabicyclo[3.1.0]hex-3-yl)propyl)-3,4-dihydro-1,8-naphthyridine-1(2H)-carboxylate